[Na+].S(=O)(=O)(OCCCCCCCCCCCC)[O-] monolauryl sulfate sodium salt